tert-butyl N-[(3R)-7-cyano-8-fluoro-1,1,4-trioxo-3,5-dihydro-2H-1λ6,5-benzothiazepin-3-yl]carbamate C(#N)C=1C(=CC2=C(NC([C@H](CS2(=O)=O)NC(OC(C)(C)C)=O)=O)C1)F